methyl 3-[5-acetyl-4-fluorothiophen-2-yl]-3-(3-{[(4-methoxybenzyl) oxy] methyl}-4-methylphenyl)-2,2-dimethylpropionate C(C)(=O)C1=C(C=C(S1)C(C(C(=O)OC)(C)C)C1=CC(=C(C=C1)C)COCC1=CC=C(C=C1)OC)F